(S)-1-(2-(2-chlorobenzoyl)hydrazinecarbonyl)-N-(pyridin-3-yl)pyrrolidine-2-carboxamide ClC1=C(C(=O)NNC(=O)N2[C@@H](CCC2)C(=O)NC=2C=NC=CC2)C=CC=C1